O=C1N(CCOC1)[C@H]1C(=NN(C1)C(=O)N[C@H](C)C1=NC=C(N=C1)C(F)(F)F)C1=CC=C(C=C1)C (R)-4-(3-oxomorpholin-4-yl)-3-(4-methylphenyl)-N-((R)-1-(5-(trifluoromethyl)pyrazin-2-yl)ethyl)-4,5-dihydro-1H-pyrazole-1-carboxamide